5-methoxy-2-(prop-1-en-2-yl)-4-(2-(trimethylsilyl)ethoxy)pyrimidine COC=1C(=NC(=NC1)C(=C)C)OCC[Si](C)(C)C